COCC(=O)N1CC(CC1)OC=1N=CC(=NC1C)C1=CNC2=C(C=CC=C12)C#N 3-(5-[[1-(2-methoxyacetyl)pyrrolidin-3-yl]oxy]-6-methylpyrazin-2-yl)-1H-indole-7-carbonitrile